ClC=1C(=NC=C(C1C)C1=CC(=CC=C1)OC1=CC=CC=C1)C#N 3-chloro-4-methyl-5-(3-phenoxyphenyl)picolinonitrile